dipyryl-pinacol borate B(O)(O)O.O1C(C=CC=C1)C(C(O)(C)C(C)(C)O)C1OC=CC=C1